(2,3-difluorophenyl)methanol FC1=C(C=CC=C1F)CO